3-(4-(3,5-difluoro-2-(trifluoromethyl)phenyl)piperidine-1-carbonyl)-1,4,5,7-tetrahydro-6H-pyrazolo[3,4-c]pyridine-6-carbonitrile FC=1C(=C(C=C(C1)F)C1CCN(CC1)C(=O)C1=NNC=2CN(CCC21)C#N)C(F)(F)F